6-amino-7-(3-methoxy-2,6-dimethylphenyl)-2-methylpyrrolo[2,3-d]pyrimidine-5-carbonitrile NC1=C(C2=C(N=C(N=C2)C)N1C1=C(C(=CC=C1C)OC)C)C#N